bis(4-(4-cyanatophenoxy)phenyl) sulfone O(C#N)C1=CC=C(OC2=CC=C(C=C2)S(=O)(=O)C2=CC=C(C=C2)OC2=CC=C(C=C2)OC#N)C=C1